(cyclohexyl(methoxy carbonyl)amino)butanoate C1(CCCCC1)N(C(=O)OC)C(C(=O)[O-])CC